ClC=1C(=C2C=NNC2=C(C1F)C(O)C1CC1)C=1N=CC=2N(C1)C=C(N2)NC(=O)[C@H]2[C@H](C2)F (1S,2S)-N-(6-(5-chloro-7-(cyclopropyl-(hydroxy)methyl)-6-fluoro-1H-indazol-4-yl)imidazo[1,2-a]pyrazin-2-yl)-2-fluorocyclopropane-1-carboxamide